N1(N=CN=C1)CC(=O)N 2-(1H-1,2,4-triazol-1-yl)acetamide